OC1=C(C(=CC(=C1S(=O)(=O)NC(C(C)(C)C)=O)CCCCC)O)C1C(CCC(=C1)C)C(=C)C N-((2,6-dihydroxy-5'-methyl-4-pentyl-2'-(prop-1-en-2-yl)-1',2',3',4'-tetrahydro-[1,1'-biphenyl]-3-yl)sulfonyl)pivalamide